FC=1C=C(C=CC1F)CN1C(CCC1=O)C(C(=O)O)C 2-[1-[(3,4-difluorophenyl)methyl]-5-oxopyrrolidin-2-yl]propionic acid